ClC1=C(C=C(OCC(=O)NN2CCN(CC2)C(=O)OC(C)(C)C)C=C1)F tert-butyl 4-[2-(4-chloro-3-fluorophenoxy)acetamido]piperazine-1-carboxylate